[2-Chloro-4-[[3-[4-(difluoromethoxy)-2,3-difluoro-phenyl]imidazo[1,2-a]pyrazin-8-yl]amino]phenyl]-piperazin-1-yl-methanone 2,2,2-trifluoroacetate FC(C(=O)O)(F)F.ClC1=C(C=CC(=C1)NC=1C=2N(C=CN1)C(=CN2)C2=C(C(=C(C=C2)OC(F)F)F)F)C(=O)N2CCNCC2